(R)-(7-fluoro-4-(8-fluoro-2-((hexahydro-1H-pyrrolizin-7a-yl)methoxy)-4-(3-hydroxy-3-methylpiperidin-1-yl)pyrido[4,3-d]pyrimidin-7-yl)benzo[d]thiazol-2-yl)carbamic acid FC1=CC=C(C=2N=C(SC21)NC(O)=O)C2=C(C=1N=C(N=C(C1C=N2)N2C[C@](CCC2)(C)O)OCC21CCCN1CCC2)F